NC(C)C1=NC(=CC2=C1CN(C2=O)C2=NC(=CC=C2)C2=NN=CN2C(CC)CC)C2(CC2)C 4-[(1ξ)-1-aminoethyl]-6-(1-methyl-cyclopropyl)-2-{6-[4-(pentan-3-yl)-4H-1,2,4-triazol-3-yl]pyridin-2-yl}-2,3-dihydro-1H-pyrrolo[3,4-c]pyridin-1-one